FC(C=1C=C(C=C(C1)F)N1N=CC(=C1)C(C(=O)NC1=NNC(=C1)C1CC2(COC2)C1)C)F 2-{1-[3-(difluoromethyl)-5-fluorophenyl]-1H-pyrazol-4-yl}-N-(5-{2-oxaspiro[3.3]heptan-6-yl}-1H-pyrazol-3-yl)propanamide